FC1([C@H]2C(N[C@@H]([C@@H]12)COC1=NC=CC2=CC(=C(C=C12)OC)C(=O)N)=O)C 1-{[(1s,2s,5r)-6-fluoro-6-methyl-4-oxo-3-azabicyclo[3.1.0]hex-2-yl]methoxy}-7-methoxyisoquinoline-6-carboxamide